(S)-8-cyclohexyl-3-(1-hydroxypropan-2-yl)-6-(5-(trifluoromethyl)pyridin-2-yl)pyrido[3,4-d]pyrimidin-4(3H)-one C1(CCCCC1)C1=NC(=CC2=C1N=CN(C2=O)[C@H](CO)C)C2=NC=C(C=C2)C(F)(F)F